C(C1=CC=CC=C1)N1C(N(SC1=O)CCCCN1CCOCC1)=O 4-benzyl-2-(4-morpholinylbutyl)-1,2,4-thiadiazolidine-3,5-dione